6-(2-fluoropyridin-3-yl)-2-methyl-9-(tetrahydro-2H-pyran-2-yl)-9H-purine FC1=NC=CC=C1C1=C2N=CN(C2=NC(=N1)C)C1OCCCC1